1H-purin-2-one N1C(N=C2N=CNC2=C1)=O